N-(1',2',3',6'-tetrahydro-[3,4'-bipyridin]-6-yl)acetamide hydrochloride salt Cl.N1=CC(=CC=C1NC(C)=O)C=1CCNCC1